FC=1C=NC(=CC1C)NC1=NNC(=C1)C 3-fluoro-4-methyl-6-((5-methyl-1H-pyrazol-3-yl)amino)pyridin